FC(C=1C=C(C=CC1)N1N=CC2=C1N=C1N(CCC3=C1NC1=CC=CC=C31)C2=O)(F)F 1-(3-trifluoromethylphenyl)-6,7-dihydro-1H-pyrazolo[3'',4'':4',5']pyrimido[1',2':1,2]pyrido[3,4-b]indol-4(12H)-one